C[Si](C)(C)[Si](N)(C)C N-(trimethylsilyl)dimethylsilylamine